2-ethyl-9,10-bis(n-undecyloxycarbonyloxy)anthracene C(C)C1=CC2=C(C3=CC=CC=C3C(=C2C=C1)OC(=O)OCCCCCCCCCCC)OC(=O)OCCCCCCCCCCC